C[C@H](CC)OC1=NC=2N(C=C1C(=O)O)C=CN2 7-[(1R)-1-methylpropyloxy]Imidazo[1,2-a]Pyrimidine-6-carboxylic acid